Tert-butyl 4-(thiazol-2-yl)-3,6-dihydropyridine-1(2H)-carboxylate S1C(=NC=C1)C=1CCN(CC1)C(=O)OC(C)(C)C